ClC1=CC=C(C(=O)N(CC2=CC=CC=C2)C2CCCCC2)C=C1 4-Chloro-N-cyclohexyl-N-(phenylmethyl)benzamide